CNCCC1=CC=CC=C1 N-methyl-beta-phenethylamine